O1NCC2CN=CC=C21 dihydro-4H-[1,2]oxazolo[4,5-c]pyridin